ethyl 12-methoxy-3,3-dimethyl-7-oxo-2,3,3a,14a-tetrahydro-1H,7H-cyclopenta[5,6]pyrido[2',1':3,4]pyrazino[1,2-b]indazole-6-carboxylate COC1=CC=CC2=C3N(N=C12)C1C(N2C3=CC(C(=C2)C(=O)OCC)=O)C(CC1)(C)C